FC(S(=O)(=O)OC(CCF)([2H])[2H])(F)F (1,1-dideuterio-3-fluoro-propyl) trifluoromethanesulfonate